COC(=O)C=1C=NC(=CC1)N1N=NC(=C1)C#N 6-(4-cyano-1H-1,2,3-triazol-1-yl)pyridine-3-carboxylic acid methyl ester